C1(=CC=CC=C1)SC1=C(C(=O)[O-])C=C(C=C1)S(N)(=O)=O 2-phenylsulfanyl-5-sulfamoyl-benzoate